C(#N)C1=C2C(C(=NN(C2=CC=C1)C1=CC(=CC=C1)C#N)C(=O)O)=O 5-cyano-1-(3-cyanophenyl)-4-oxo-cinnoline-3-carboxylic acid